[V].[Ag] silver-vanadium